2-methyl-1,9-decadiene CC(=C)CCCCCCC=C